FC(C(=O)O)(F)F.C(C)(C)C=1C=C(C=C(C1)C)C1CC(C1)NC 3-(3-isopropyl-5-methylphenyl)-N-methylcyclobutan-1-amine, trifluoroacetate salt